2-(4-bromo-3-fluorophenyl)pyrrolidine-1-carboxylic acid tert-butyl ester C(C)(C)(C)OC(=O)N1C(CCC1)C1=CC(=C(C=C1)Br)F